S(=O)(=O)(O)S(=O)(=O)O sulfo(sulfonic acid)